ClC=1C(=NC(=NC1)N[C@@H]1C[C@H]2CO[C@@H]([C@H]1O)O2)C=2C=C(C1=C(SC(=C1)C(C)(C)O)C2)F 6-(5-chloro-2-(((1S,3R,4S,5R)-4-hydroxy-6,8-dioxabicyclo[3.2.1]octan-3-yl)amino)pyrimidin-4-yl)-4-fluoro-2-(2-hydroxypropan-2-yl)benzo[b]thiophene